N1(CCOCC1)C([O-])=S.[Na+] sodium morpholinothioate